N-(1,3-dimethylpiperidin-4-yl)-3-(4-fluorobenzyl)-6-(trifluoromethyl)pyrazin-2-amine CN1CC(C(CC1)NC1=NC(=CN=C1CC1=CC=C(C=C1)F)C(F)(F)F)C